[C@]1([C@H](O)[C@H](O)[C@@H](CO)O1)(N1C=NC=2C(N)=NC=NC12)C(=O)[O-] adenosineAt